ClCCOC1=C(CNC(OC(C)(C)C)=O)C=CC(=C1)C1=C(N=CS1)C tert-Butyl (2-(2-chloroethoxy)-4-(4-methylthiazol-5-yl)benzyl)carbamate